5-((1R,2R)-2-((cyclopropylmethyl)amino)cyclopropyl)-N-(tetrahydro-2H-pyran-4-yl)thiophene-3-carboxamide Hydrochloride Cl.C1(CC1)CN[C@H]1[C@@H](C1)C1=CC(=CS1)C(=O)NC1CCOCC1